BrC1=C(C=C(C=C1C)C#C[Si](C)(C)C)C [2-(4-bromo-3,5-dimethylphenyl)ethynyl]trimethylsilane